5-[4-(Difluoromethoxy)-3-fluoro-5-({(1S)-1-[(2R,4R)-2-methylpiperidin-4-yl]ethyl}amino)phenyl]-1,3,4-oxadiazol-2(3H)-one FC(OC1=C(C=C(C=C1N[C@@H](C)[C@H]1C[C@H](NCC1)C)C1=NNC(O1)=O)F)F